(2S,4r)-4-hydroxy-1-[(2S)-2-[4-(3-methoxyisothiazol-5-yl)triazol-1-yl]-3,3-dimethyl-butyryl]-N-methyl-pyrrolidine-2-carboxamide O[C@@H]1C[C@H](N(C1)C([C@H](C(C)(C)C)N1N=NC(=C1)C1=CC(=NS1)OC)=O)C(=O)NC